BrC1=NN(C(=N1)C12COCC(CC1)N2)C (3-bromo-1-methyl-1H-1,2,4-triazol-5-yl)-3-oxa-8-azabicyclo[3.2.1]octane